BrC=1C(=C(C=C2COCC12)NC(C=COCC)=O)Cl N-(7-Bromo-6-chloro-1,3-dihydroisobenzofuran-5-yl)-3-ethoxyacrylamide